2-(Pyridin-3-yl)-N-(5-(1-(6-(2-(3-(trifluoromethoxy)phenyl)acetamido)pyridine-3-yl)piperidin-3-yl)-1,3,4-thiadiazol-2-yl)acetamide N1=CC(=CC=C1)CC(=O)NC=1SC(=NN1)C1CN(CCC1)C=1C=NC(=CC1)NC(CC1=CC(=CC=C1)OC(F)(F)F)=O